ClC=1N=C(C=2N=C(N=C(C2N1)N)C)C 6-chloro-2,8-dimethylpyrimidino[5,4-d]pyrimidin-4-amine